COC(=O)C=1N=C(SC1)Br methyl-2-bromo-1,3-thiazol-4-carboxylate